4-(6-bromo-7-methyl-3H-imidazo[4,5-b]pyridine-3-yl)-8-fluoro-2-methyl-2-propyl-2H-benzo[e][1,3]oxazine BrC=1C(=C2C(=NC1)N(C=N2)C2=NC(OC1=C2C=CC=C1F)(CCC)C)C